(E)-N-methyl-N-((2-methyl-7-((1-methylindolin-6-yl)oxy)benzofuran-3-yl)methyl)-3-(4-oxo-2,3,4,5-tetrahydro-1H-pyrido[2,3-b][1,4]diazepin-8-yl)acrylamide CN(C(\C=C\C1=CC2=C(NC(CCN2)=O)N=C1)=O)CC1=C(OC2=C1C=CC=C2OC2=CC=C1CCN(C1=C2)C)C